C(C)(C)(C)OC(NCCCCCNC1=C(C=C(C(=C1)C#N)C#N)N)=O (5-((2-amino-4,5-dicyanophenyl)amino)pentyl)carbamic acid tert-butyl ester